5-Chloro-4-((2-(dimethylphosphoryl)phenyl)amino)pyrimidin ClC=1C(=NC=NC1)NC1=C(C=CC=C1)P(=O)(C)C